5-methyl-6-nitro-1H-1,3-benzodiazole CC1=CC2=C(NC=N2)C=C1[N+](=O)[O-]